N-((6-((4-(Dimethylamino)phenoxy)methyl)pyridin-3-yl)methyl)-N-(2-(((2-methoxypyridin-4-yl)methyl)amino)-6-methylpyrimidin-4-yl)cyclohexanecarboxamide CN(C1=CC=C(OCC2=CC=C(C=N2)CN(C(=O)C2CCCCC2)C2=NC(=NC(=C2)C)NCC2=CC(=NC=C2)OC)C=C1)C